N-[5-(3-cyanophenyl)-4-fluoro-2-[(3R,5S)-3,4,5-trimethylpiperazin-1-yl]phenyl]-6-oxo-4-(trifluoromethyl)-1H-pyridine-3-carboxamide C(#N)C=1C=C(C=CC1)C=1C(=CC(=C(C1)NC(=O)C1=CNC(C=C1C(F)(F)F)=O)N1C[C@H](N([C@H](C1)C)C)C)F